OC1=C(C(=O)C2=C(C=C(C=C2)OC)O)C=CC(=C1)OC 2,2'-dihydroxyl-4,4'-dimethoxybenzophenone